C(C)(C)(C)OC(=O)N1C(=CC2=CC=CC=C12)C=O 1-tert-butoxycarbonyl-indole-carbaldehyde